CC=1C(=NC=C(C1)C)N1[C@H](CNCC1)C (S)-1-(3,5-dimethylpyridin-2-yl)-2-methylpiperazine